C1(CC1)S(=O)(=O)NC=1C=C(C=CC1)C(CCN(C)C)C=1N=C(SC1C1=NC(=CN=C1)OCC)C(=O)N [1-(3-cyclopropanesulfonamidophenyl)-3-(dimethylamino)propyl]-5-(6-ethoxypyrazin-2-yl)-1,3-thiazole-2-carboxamide